4-(2-(2-benzylpyrrolidin-1-yl)-6-((4-methoxybenzyl)oxy)pyrimidin-4-yl)-2-cyclopropylmorpholine C(C1=CC=CC=C1)C1N(CCC1)C1=NC(=CC(=N1)N1CC(OCC1)C1CC1)OCC1=CC=C(C=C1)OC